4'-(9H-carbazol-9-yl)-[1,1'-biphenyl]-4-amine C1=CC=CC=2C3=CC=CC=C3N(C12)C1=CC=C(C=C1)C1=CC=C(C=C1)N